N1CCC(CC1)CCC(=O)O 3-(4-piperidinyl)propionic acid